C(C1=CC=CC=C1)(=O)OCCCN1CCC2=CC=CC(=C12)C#N 1-(3-benzoyloxypropyl)-7-cyanoindoline